1-(difluoromethyl)-6-(4,4,5,5-tetramethyl-1,3,2-dioxaborolan-2-yl)-1H-benzo[d]imidazole FC(N1C=NC2=C1C=C(C=C2)B2OC(C(O2)(C)C)(C)C)F